26-[2-(benzyloxy)-4-nitrophenoxy]-3,6,9,12,15,18,21,24-octaoxahexacosan-1-amine C(C1=CC=CC=C1)OC1=C(OCCOCCOCCOCCOCCOCCOCCOCCOCCN)C=CC(=C1)[N+](=O)[O-]